2-{[2-chloro-5-cyano-3-(piperazin-1-yl)phenyl]amino}-4-{[(1S,2S)-2-methylcyclopropyl]amino}pyrazolo[1,5-a][1,3,5]triazine-8-carbonitrile ClC1=C(C=C(C=C1N1CCNCC1)C#N)NC1=NC=2N(C(=N1)N[C@@H]1[C@H](C1)C)N=CC2C#N